FC=1C=CC2=C(N(C(N2C)=O)C)C1 6-fluoro-1,3-dimethyl-1,3-dihydro-2H-benzo[d]imidazol-2-one